C=C(C(=O)N1CCN(CC1)C1=NC=NC2=CC=CC=C12)C(C)=O 4-(4-(2-methylene-3-oxobutanoyl)piperazin-1-yl)quinazoline